FC(C1=NN(C(=C1)C)C1=NC(=CC=C1[C@@H](C)O)C=1C=NN2C1C=CC(=C2)OC=2N=NC(=CC2)C)F (1R)-1-[2-[3-(difluoromethyl)-5-methylpyrazol-1-yl]-6-[6-(6-methylpyridazin-3-yl)oxypyrazolo[1,5-a]pyridin-3-yl]pyridin-3-yl]ethanol